Cl.C1(=CC=C(C=C1)C[C@H](C[C@H](C(=O)O)C)N)C1=CC=CC=C1 (2R,4S)-5-([1,1'-biphenyl]-4-yl)-4-amino-2-methylpentanoic acid hydrochloride